BrC1=C(C=C(C=N1)CN1CC2(COC2)C1)F 6-((6-bromo-5-fluoropyridin-3-yl)methyl)-2-oxa-6-azaspiro[3.3]heptane